N=1N(N=NC1)C1=CC=C(C(=O)O)C=C1 4-(2H-tetrazol-2-yl)benzoic acid